C[C@H](CCCCCCCCCCC/C=C/C(=O)O)O The molecule is an (omega-1)-hydroxy fatty acid that is (E)-hexadec-2-enoic acid in which the 15-pro-R hydrogen is replaced by a hydroxy group. It is an (omega-1)-hydroxy fatty acid, a long-chain fatty acid, an alpha,beta-unsaturated monocarboxylic acid and a hydroxy monounsaturated fatty acid. It derives from an (E)-hexadec-2-enoic acid.